β-acetoxy-N-methyl-L-phenylalanine C(C)(=O)OC([C@H](NC)C(=O)O)C1=CC=CC=C1